FC=1C(=C(C=CC1)C=1C=C2C(=NN1)NCC1N2CCN(C1)C1=NC=C(C=N1)C1CCN(CC1)C(=O)OC(C)(C)C)O Tert-butyl 4-(2-(2-(3-fluoro-2-hydroxyphenyl)-6a,7,9,10-tetrahydro-5H-pyrazino[1',2':4,5]pyrazino[2,3-c]pyridazin-8(6H)-yl)pyrimidin-5-yl)piperidine-1-carboxylate